OC(COP(=O)(C(C1=C(C=C(C=C1C)C)C)=O)C(C1=C(C=C(C=C1C)C)C)=O)C bis(2,4,6-trimethylbenzoyl)phosphinic acid 2-hydroxypropan-1-yl ester